C(C)S(=O)(=O)C=1C=C(C=NC1)C1(CC1)C#N 5-ethylsulfonyl-3-pyridyl-1-cyclopropane-carbonitrile